2-(5-((4-([1,1'-biphenyl]-3-yl)-5-chloropyrimidin-2-yl)amino)pyridin-3-yl)-8-(9-bromononyl)-2,8-diazaspiro[4.5]decan-1-one C1(=CC(=CC=C1)C1=NC(=NC=C1Cl)NC=1C=C(C=NC1)N1C(C2(CC1)CCN(CC2)CCCCCCCCCBr)=O)C2=CC=CC=C2